FC=1C=C(C#N)C=C(C1)C=1N=C2N(C(C1)=O)C=C(C=C2)N2C[C@@H](NCC2)C 3-Fluoro-5-{7-[(3S)-3-methylpiperazin-1-yl]-4-oxo-4H-pyrido[1,2-a]pyrimidin-2-yl}benzonitrile